BrC=1C=C(C=CC1)[C@H](CC(=O)OC)CN1CC2(C1)C(CN(CC2)CC2=NC=1NCCCC1C=C2)(F)F methyl (S)-3-(3-bromophenyl)-4-(5,5-difluoro-7-((5,6,7,8-tetrahydro-1,8-naphthyridin-2-yl)methyl)-2,7-diazaspiro[3.5]nonan-2-yl)butanoate